ClC1=NC(=C(C(=O)N(C)OC)C=C1)NCC1=CC=C(C=C1)OC 6-chloro-N-methoxy-2-((4-methoxybenzyl)amino)-N-methyl-nicotinamide